dibutyltin bis(isobutyl thioglycolate) C(C(C)C)C(C(=O)[O-])S.C(C(C)C)C(C(=O)[O-])S.C(CCC)[Sn+2]CCCC